C(C1=CC=CC=C1)SC1=C(C=O)C=CC=C1F 2-(benzylthio)-3-fluorobenzaldehyde